(S)-3-isopropyl-6-((1-phenylbutyl)amino)pyrimidine-2,4(1h,3h)-dione C(C)(C)N1C(NC(=CC1=O)N[C@@H](CCC)C1=CC=CC=C1)=O